CC1(N(CCC1)CC(C(=O)O)(C)C)C 3-(2,2-dimethylpyrrolidin-1-yl)-2,2-dimethylpropanoic acid